4-phenyl-benzofuro[3,2-d]pyrimidin C1(=CC=CC=C1)C=1C2=C(N=CN1)C1=C(O2)C=CC=C1